(6S,8R)-6-(5-bromopyridin-2-yl)-7-(2,2-difluoroethyl)-8-methyl-6,7,8,9-tetrahydro-3H-pyrazolo[4,3-f]isoquinoline BrC=1C=CC(=NC1)[C@H]1N([C@@H](CC2=C3C(=CC=C12)NN=C3)C)CC(F)F